N-(5-Chloro-1H-pyrrolo[3,2-b]pyridin-3-yl)-5-fluoro-4-methyl-1H-benzo[d]imidazol-2-amine formate C(=O)O.ClC1=CC=C2C(=N1)C(=CN2)NC2=NC1=C(N2)C=CC(=C1C)F